NC=1C=CC(=C(C(=O)NCC2CC2)C1)Cl 5-amino-2-chloro-N-(cyclopropylmethyl)benzamide